Cl.N1=CN=CC2=C1C=CN=C2 pyrido[4,3-d]pyrimidine hydrochloride